BrC=1C2=C(N(C(CC1C=O)=O)CC1=CC(=C(C=C1)C)F)C=C(C=C2)C#C[Si](C)(C)C 5-bromo-1-(3-fluoro-4-methylbenzyl)-2-oxo-8-((trimethylsilyl)ethynyl)-2,3-dihydro-1H-benzo[b]azepine-4-carbaldehyde